7-amino-1-methyl-6-(4,4,5,5-tetramethyl-1,3,2-dioxaborolan-2-yl)-3,4-dihydroquinolin-2(1H)-one NC1=C(C=C2CCC(N(C2=C1)C)=O)B1OC(C(O1)(C)C)(C)C